N,N-diethyl-β-hexyloxypropionamide C(C)N(C(CCOCCCCCC)=O)CC